tricyclo[5.2.1.02,6]decan-8-yloxyethyl acrylate C(C=C)(=O)OCCOC1C2C3CCCC3C(C1)C2